4-[[9-chloro-7-(2,6-difluorophenyl)-5H-pyrimido[5,4-d][2]benzazepin-2-yl]amino]benzoic acid ClC1=CC2=C(C3=C(CN=C2C2=C(C=CC=C2F)F)C=NC(=N3)NC3=CC=C(C(=O)O)C=C3)C=C1